NC1=NC=CC(=C1Cl)SC=1C(=NC(=CN1)N1C[C@H]2C([C@H]2C1)(C=1SC=C(N1)C)CN)N 3-((2-amino-3-chloropyridin-4-yl)thio)-6-((1R,5S,6r)-6-(aminomethyl)-6-(4-methylthiazol-2-yl)-3-azabicyclo[3.1.0]hexan-3-yl)pyrazin-2-amine